CC1=CC(=C(C=C1)NC(OC(C)(C)C)=O)[N+](=O)[O-] tert-butyl (4-methyl-2-nitrophenyl)carbamate